C1(=CC=C(C=C1)C1=NOCO1)C 3-(p-tolyl)-1,4,2-dioxazole